5-((3-(Difluoromethyl)pyrazin-2-yl)methyl)-7-((1r,4r)-4-(2-fluoro-6-methylphenyl)cyclohexyl)-3-methylpyrido[2,3-b]pyrazin-6(5H)-one FC(C=1C(=NC=CN1)CN1C(C(=CC=2C1=NC(=CN2)C)C2CCC(CC2)C2=C(C=CC=C2C)F)=O)F